C1(=CC=CC=C1)C1=NC(=NC2=CC=CC=C12)C1=CC=C(C=C1)B1OC(C(O1)(C)C)(C)C 4-phenyl-2-(4-(4,4,5,5-tetramethyl-1,3,2-dioxaborolan-2-yl)phenyl)quinazoline